Lead-Platinum [Pt].[Pb]